5-[(3S,5R)-3,5-dimethylpiperazin-1-yl]-N-(2-ethynyl-8-fluoro-imidazo[1,2-a]pyridin-6-yl)-2-methoxy-quinazoline-8-carboxamide 2,2,2-trifluoroacetate FC(C(=O)O)(F)F.C[C@H]1CN(C[C@H](N1)C)C1=C2C=NC(=NC2=C(C=C1)C(=O)NC=1C=C(C=2N(C1)C=C(N2)C#C)F)OC